(S,S)-2-chloro-N-(8,9-difluoro-4-hydroxy-6-oxo-1,4,5,6-tetrahydro-2H-pyrano[3,4-c]isoquinolin-1-yl)-N-methyl-4H-thieno[3,2-b]pyrrole-5-carboxamide ClC1=CC=2NC(=CC2S1)C(=O)N(C)[C@@H]1CO[C@@H](C=2NC(C=3C=C(C(=CC3C21)F)F)=O)O